C(#N)C1=CC(=C(C=C1)C1=CC(=CC=C1)C(=O)OC(C)(C)C)C1=NN=CN1C tert-Butyl 4'-cyano-2'-(4-methyl-1,2,4-triazol-3-yl)-[1,1'-biphenyl]-3-carboxylate